2-(((2-(4-(methylsulfonyl)piperazin-1-yl)ethyl)amino)methylene)-5-phenylcyclohexane-1,3-dione CS(=O)(=O)N1CCN(CC1)CCNC=C1C(CC(CC1=O)C1=CC=CC=C1)=O